C(CCC)C1N(S(C2=C(N(C1)C1=CC=CC=C1)C=C(C(=C2)CC#N)SC)(=O)=O)C 2-(3-butyl-2-methyl-7-(methylthio)-1,1-dioxido-5-phenyl-2,3,4,5-tetrahydrobenzo[f][1,2,5]-thiadiazepin-8-yl)acetonitrile